FC1=C(OC2=C3C(=NC=C2)NC=C3CCCC#N)C(=CC(=C1)NC=1OC[C@@](CN1)(C)CO)F |r| (+/-)-4-[4-(2,6-difluoro-4-{[5-(hydroxymethyl)-5-methyl-5,6-dihydro-4H-1,3-oxazin-2-yl]amino}phenoxy)-1H-pyrrolo[2,3-b]pyridin-3-yl]butanenitrile